P(=O)(OC1=C(C=C(C=C1)C(C)(C)C)C(C)(C)C)([O-])[O-] (2,4-di-t-butylphenyl) phosphate